(2-(prop-2-yn-1-yl)phenyl)methanol C(C#C)C1=C(C=CC=C1)CO